C1(CCC(N1C1C(=O)NC(C1)=O)=O)=O succinimidyl-succinimide